FC1=C(C=CC(=C1)C)[C@H](C)NC(CN1N=CC2=C(C1=O)C(=NN2C)C(C)C)=O (S)-N-(1-(2-fluoro-4-methylphenyl)ethyl)-2-(3-isopropyl-1-methyl-4-oxo-1,4-dihydro-5H-pyrazolo[3,4-d]pyridazin-5-yl)acetamide